CC1=C(OC2=CC(=NC=C2)NC(C(C)C)=O)C=CC(=C1C)[N+](=O)[O-] N-(4-(2,3-dimethyl-4-nitrophenoxy)pyridin-2-yl)isobutyramide